BrC1=CC=C(C=C1)C1=CC=C(C=C1)C=O 4'-Bromo-[1,1'-biphenyl]-4-carbaldehyde